NC1=C2N=CN(C2=NC(=N1)Cl)[C@H]1[C@@H]([C@@]([C@H](O1)COC(C(=O)O)(C(=O)O)CC1=CC(=NC=C1)Cl)(O)C#C)O 2-(((2R,3S,4R,5R)-5-(6-amino-2-chloro-9H-purin-9-yl)-3-ethynyl-3,4-dihydroxytetrahydrofuran-2-yl)methoxy)-2-((2-chloropyridin-4-yl)methyl)malonic acid